N=1C=CC=2C1C(N=CC=CC2)=O 9H-pyrrolo[2,3-c]azocin-9-one